1-(3-(methylsulfonyl)pyrrolidine-1-yl)-6-toluenesulfonyl-1,6-dihydroimidazo[4,5-d]Pyrrolo[2,3-b]Pyridine CS(=O)(=O)C1CN(CC1)N1C=NC=2C1=C1C(=NC2)N(C=C1)S(=O)(=O)CC1=CC=CC=C1